2-(2-(4-(4-phenoxypiperidin-1-yl)benzoyl)hydrazinyl)-2-oxoethyl acetate C(C)(=O)OCC(=O)NNC(C1=CC=C(C=C1)N1CCC(CC1)OC1=CC=CC=C1)=O